The molecule is a 1-acyl-sn-glycero-3-phosphoserine(1-) that is the conjugate base of 1-heptadecanoyl-sn-glycero-3-phosphoserine; major species at pH 7.3. It is a conjugate base of a 1-heptadecanoyl-sn-glycero-3-phosphoserine. CCCCCCCCCCCCCCCCC(=O)OC[C@H](COP(=O)([O-])OC[C@@H](C(=O)[O-])[NH3+])O